(2S,4r)-N-[3-(4-acetylpiperazin-1-yl)cyclobutyl]-1-[(2S)-2-(4-cyclopropyltriazol-1-yl)-3,3-dimethyl-butyryl]-4-hydroxy-pyrrolidine-2-carboxamide C(C)(=O)N1CCN(CC1)C1CC(C1)NC(=O)[C@H]1N(C[C@@H](C1)O)C([C@H](C(C)(C)C)N1N=NC(=C1)C1CC1)=O